ClC1=C(OC2=C1C=CC=C2C(=O)OCC(F)(F)F)CNC(=O)C=2C=NN1C2N=CC=C1 2,2,2-Trifluoroethyl 3-chloro-2-((pyrazolo[1,5-a]pyrimidine-3-carboxamido)methyl)benzofuran-7-carboxylate